(E)-3-((2-phenylhydrazineylidene)methyl)-1H-indol-4-ol C1(=CC=CC=C1)N\N=C\C1=CNC=2C=CC=C(C12)O